Pentafluoro(2-phenyl-2-(prop-2-yn-1-yloxy)propyl)-λ6-sulphane FS(CC(C)(OCC#C)C1=CC=CC=C1)(F)(F)(F)F